Methyl-(S,E)-(7-amino-1,7-dioxo-1-((2-oxo-1-((7-(1,1,2,2-tetrafluoroethoxy)benzo[d]thiazol-2-yl)methyl)-1,2-dihydropyridin-3-yl)amino)hept-5-en-2-yl)carbamat COC(N[C@H](C(NC=1C(N(C=CC1)CC=1SC2=C(N1)C=CC=C2OC(C(F)F)(F)F)=O)=O)CC\C=C\C(=O)N)=O